ClC1=NC(=NC(=N1)C1=CC=CC=C1)C1=CC=C(C=C1)C1=CC(=CC(=C1)C#N)C#N 4'-(4-chloro-6-phenyl-1,3,5-triazin-2-yl)-[1,1'-biphenyl]-3,5-dicarbonitrile